C(#N)C=1C(=NC(=NC1)N[C@H]1CN(CCC1)C=1OC2=C(N1)C=C(C=C2)NC(C=C)=O)OC (R)-N-(2-(3-((5-Cyano-4-methoxypyrimidin-2-yl)amino)piperidin-1-yl)benzo[d]oxazol-5-yl)acrylamide